FC1=CC=C(C=C1)[C@H]1N(CCC1)S(=O)(=O)C1=CC=C(C=C1)C (2S)-2-(4-Fluorophenyl)-1-[(4-methylphenyl)sulfonyl]-pyrrolidine